C(CCCN(CCCCCCCCCCCCCC)CC(CNC(OC(C)(C)C)=O)O)N(CCCCCCCCCCCCCC)CC(CNC(OC(C)(C)C)=O)O di-tert-butyl ((butane-1,4-diylbis(tetradecylazanediyl))-bis(2-hydroxypropane-3,1-diyl))-dicarbamate